COC1=C(CNC2=NC(=NC=C2C(=O)N)NC=2C=NN(C2)C)C=C(C=C1)OC 4-((2,5-dimethoxybenzyl)amino)-2-((1-methyl-1H-pyrazol-4-yl)amino)pyrimidin-5-carboxamide